1,3,4-Butantriol C(CC(CO)O)O